OC(CC1=CNC(O1)=O)CNC1=CC(=CC=C1)C(C)C 5-[2-hydroxy-3-(3-isopropylphenylamino)propyl]-1,3-oxazol-2(3H)-one